(+-)-(4Z)-4-(1,3-benzothiazol-6-ylmethylene)-2-[[cis-2-hydroxycycloheptyl]amino]-1H-imidazol-5-one S1C=NC2=C1C=C(C=C2)\C=C\2/N=C(NC2=O)N[C@H]2[C@H](CCCCC2)O |r|